BrC=1C=C(C(=NC1C)OC)F 5-bromo-3-fluoro-2-methoxy-6-methyl-pyridine